diphenyl-[(2R)-pyrrolidin-2-yl]methanol C1(=CC=CC=C1)C(O)([C@@H]1NCCC1)C1=CC=CC=C1